bis-(4-amino-3,5-dimethyl-(dimethyl)cyclohexyl)-methane NC1C(CC(CC1(C)C)CC1CC(C(C(C1)(C)C)N)(C)C)(C)C